C(C)(C)(C)C=1C=C(CN2CN(CN(C2)CC2=CC(=C(C(=C2)C(C)(C)C)O)C(C)(C)C)CC2=CC(=C(C(=C2)C(C)(C)C)O)C(C)(C)C)C=C(C1O)C(C)(C)C 1,3,5-tris(3,5-di-tert-butyl-4-hydroxybenzyl)-1,3,5-triazine